CN(CC1=NC(=CC=C1)C)C N,N,6-trimethyl-2-pyridinemethanamine